C(CCCCCCC\C=C/CCCCCCCC)(=O)[O-].[N+](=O)([O-])C1=CC=[NH+]C=C1 4-nitropyridin-1-ium oleate